FC=1C=CC(=NC1C)C1=C(N=CN1)C1=NC2=CC(=CN=C2C=C1)C=1C=NN(C1)C1CNCCC1 2-[5-(5-fluoro-6-methyl-2-pyridyl)-1H-imidazol-4-yl]-7-[1-(3-piperidyl)pyrazol-4-yl]-1,5-naphthyridine